3-fluoro-5,7-diphenylpyrazolo[1,5-a]pyrimidine-2-carboxylic acid FC=1C(=NN2C1N=C(C=C2C2=CC=CC=C2)C2=CC=CC=C2)C(=O)O